bromo-2,2-dimethyl-2,3-dihydro-1H-indene BrC1C(CC2=CC=CC=C12)(C)C